FCCCN1CC(C1)NC=1C=NC(=CC1)[C@H]1N([C@@H](CC2=C3C(=CC=C12)NN=C3)C)CC(C)C N-(1-(3-fluoropropyl)azetidin-3-yl)-6-((6s,8R)-7-isobutyl-8-methyl-6,7,8,9-tetrahydro-3H-pyrazolo[4,3-f]isoquinolin-6-yl)pyridin-3-amine